C(C)OC(=O)C1=CN=C2N1C=CC(=C2)C2CC(C2)O.CC(CCN2CCC1(C[C@H]1NC(C1=CC(=CC(=C1)C(F)(F)F)C(F)(F)F)=O)CC2)(C)C (R)-N-(6-(3,3-dimethylbutyl)-6-azaspiro[2.5]oct-1-yl)-3,5-bis(trifluoromethyl)benzamide ethyl-7-(3-hydroxycyclobutyl)imidazo[1,2-a]pyridine-3-carboxylate